ClC1=CC(=C(C(=N1)NC)[N+](=O)[O-])NC(OC(C)(C)C)=O tert-butyl N-[6-chloro-2-(methylamino)-3-nitropyridin-4-yl]carbamate